C(#N)C1=CC(=C(OCC2=CC=CC(=N2)SC2CCN(CC2)CC2=NC3=C(N2CC2=CN=CN2CC)C=C(C=C3)C(=O)O)C=C1)F 2-((4-((6-((4-cyano-2-fluorophenoxy)methyl)pyridin-2-yl)mercapto)piperidine-1-yl)methyl)-1-((1-ethyl-1H-imidazol-5-yl)methyl)-1H-benzo[d]imidazole-6-carboxylic acid